10-methylacridan-10-ium C[NH+]1C=2C=CC=CC2CC2=CC=CC=C12